O=C1NC(CCC1N1C=NC2=CC=CC(=C2C1=O)NCC1=CC=C(CN2CCN(CC2)C2=C(C=C(C#N)C=C2)F)C=C1)=O 4-(4-(4-(((3-(2,6-dioxopiperidin-3-yl)-4-oxo-3,4-dihydroquinazolin-5-yl)amino)methyl)benzyl)piperazin-1-yl)-3-fluorobenzonitrile